(S)-6-fluoro-7-((4-methoxyphenyl)(pyridin-4-yl)methoxy)-8-methylchroman-4-one FC=1C=C2C(CCOC2=C(C1O[C@H](C1=CC=NC=C1)C1=CC=C(C=C1)OC)C)=O